C(C)(C)(C)OC(C1=CC(=CC(=C1)N)N)=O 3,5-diaminobenzoic acid tert-butyl ester